2-(5-(1,3-dioxolan-2-yl)-6-fluoroisoquinolin-8-yl)-2-((tert-butyldimethylsilyl)oxy)ethan-1-amine O1C(OCC1)C1=C2C=CN=CC2=C(C=C1F)C(CN)O[Si](C)(C)C(C)(C)C